(R)-5-(4-(tert-butyl)-1H-imidazol-1-yl)-2-fluoro-N-(6-(5-(methoxymethyl)-6,7-dihydro-5H-pyrrolo[2,1-c][1,2,4]triazol-3-yl)pyridin-2-yl)-4-methylbenzamide C(C)(C)(C)C=1N=CN(C1)C=1C(=CC(=C(C(=O)NC2=NC(=CC=C2)C=2N3C(=NN2)CC[C@@H]3COC)C1)F)C